3-(2-chloropyrimidin-4-yl)-6-(3,3-difluorocyclobutyl)-7-methoxy-imidazo[1,2-b]pyridazine ClC1=NC=CC(=N1)C1=CN=C2N1N=C(C(=C2)OC)C2CC(C2)(F)F